The molecule is a glycopeptide that is the combined B- and T-cell epitope of Candida albicans cell wall beta1,2-mannotriose and the cell wall peptide Fba (derived from fructose-bisphosphate aldolase), the peptide moiety consisting of the amino acid sequence Tyr-Gly-Lys-Asp-Val-Lys-Asp-Leu-Phe-Asp-Tyr-Ala-Gln-Glu. It has a role as an epitope. It is a glycopeptide and an azide. C[C@@H](C(=O)N[C@@H](CCC(=O)N)C(=O)N[C@@H](CCC(=O)O)C(=O)NCCOCCOCCOCCC(=O)N[C@@H](CCCCN=[N+]=[N-])C(=O)O)NC(=O)[C@H](CC1=CC=C(C=C1)O)NC(=O)[C@H](CC(=O)O)NC(=O)[C@H](CC2=CC=CC=C2)NC(=O)[C@H](CC(C)C)NC(=O)[C@H](CC(=O)O)NC(=O)[C@H](CCCCN)NC(=O)[C@H](C(C)C)NC(=O)[C@H](CC(=O)O)NC(=O)[C@H](CCCCN)NC(=O)CNC(=O)[C@H](CC3=CC=C(C=C3)O)NC(=O)CCSCCC(=O)OCCOCCOCCOCCC(=O)NCCSCCCO[C@H]4[C@H]([C@H]([C@@H]([C@H](O4)CO)O)O)O[C@H]5[C@H]([C@H]([C@@H]([C@H](O5)CO)O)O)O[C@H]6[C@H]([C@H]([C@@H]([C@H](O6)CO)O)O)O